CC1(CN(C1)CC(=O)NC=1C=C(C(=NC1)C)NC(=O)C=1C=NN2C1SC(=C2)C=2C(=NC=CC2)OCC)C N-(5-(2-(3,3-Dimethylazetidin-1-yl)acetamido)-2-methylpyridin-3-yl)-2-(2-ethoxypyridin-3-yl)pyrazolo[5,1-b]thiazole-7-carboxamide